(R)-3-(1-cyclopropylethoxy)-2-hydroxycyclohepta-2,4,6-trien-1-one C1(CC1)[C@@H](C)OC1=C(C(C=CC=C1)=O)O